The molecule is a carbotricyclic compound and sesquiterpene that is 1,2,3,3a,4,5,8,8a-octahydro-4,8-methanoazulene that is substituted by methyl groups at the 3a, 4, 7 and 8a positions (the 3aR,4R,8R,8aS-diastereoisomer). It is a sesquiterpene and a carbotricyclic compound. CC1=CC[C@@]2(C[C@H]1[C@]3([C@@]2(CCC3)C)C)C